3,4-Dimethylaniline CC=1C=C(N)C=CC1C